BrC1=C(C=CC(=C1)F)C#CC(C)(O)C 4-(2-bromo-4-fluorophenyl)-2-methylbut-3-yn-2-ol